NC=1N=C(C2=C(N1)C(=NN2CC2=C(C=C(C=N2)C=2CCN(CC2)C(=O)OC(C)(C)C)OC)Br)NCCCC tert-butyl 6-((5-amino-3-bromo-7-(butylamino)-1H-pyrazolo[4,3-d]pyrimidin-1-yl)methyl)-5-methoxy-3',6'-dihydro-[3,4'-bipyridine]-1'(2'H)-carboxylate